(2R,6R)-2-(hydroxymethyl)-6-methyl-1,4-oxazepan-6-ol OC[C@@H]1OC[C@@](CNC1)(O)C